(S)-(4-(9H-purin-6-yl)-3,4-dihydro-2H-1,4-thiazin-6-yl)(3-aminoazepan-1-yl)methanone hydrochloride Cl.N1=CN=C2NC=NC2=C1N1CCSC(=C1)C(=O)N1C[C@H](CCCC1)N